FC=1C(NC(N(C1)C=1C=NN2C1C=C(C=C2)C[C@H]2C[C@@H](N(CC2)C(=O)OC(C)(C)C)C)=O)=O Tert-butyl (2s,4r)-4-((3-(5-fluoro-2,4-dioxo-3,4-dihydropyrimidin-1(2H)-yl) pyrazolo[1,5-a]pyridin-5-yl) methyl)-2-methylpiperidine-1-carboxylate